C(C)OC(C(C)(C)C1=CC=C(C=C1)NC=1N=C(N2C1C(NCC2)=O)C2=C(C=CC=C2F)F)=O 2-(4-((3-(2,6-Difluorophenyl)-8-oxo-5,6,7,8-tetrahydroimidazo[1,5-a]pyrazin-1-yl)amino)phenyl)-2-methylpropionic acid ethyl ester